tert-butyl (3-chloro-4-hydroxy-5-isobutyrylphenyl)carbamate ClC=1C=C(C=C(C1O)C(C(C)C)=O)NC(OC(C)(C)C)=O